N1(N=CN=C1)CCN 2-(1H-1,2,4-triazol-1-yl)ethylamine